1-((4-(Tert-Butoxycarbonyl)phenyl)methylcarbamoyl)-5-(4-methyl-2-oxopiperazin-1-yl)-3,4-dihydroisoquinoline-2(1H)-carboxylic acid tert-butyl ester C(C)(C)(C)OC(=O)N1C(C2=CC=CC(=C2CC1)N1C(CN(CC1)C)=O)C(NCC1=CC=C(C=C1)C(=O)OC(C)(C)C)=O